N,N-dimethyl-morpholinyluronium hexafluorophosphate F[P-](F)(F)(F)(F)F.C[N+](=C(O)NN1CCOCC1)C